C[Si]1(O[Si](O[Si](O[Si](O1)(N=C=O)C)(N=C=O)C)(N=C=O)C)N=C=O 2,4,6,8-tetramethyl-2,4,6,8-tetraisocyanatocyclotetrasiloxane